C(C)(C)(C)OC(=O)N1C(=CC2=CC(=CC(=C12)[N+](=O)[O-])C=O)C1=CC=CC=C1.C(=O)(OC(C)(C)C)NCCC12CC3(CC(CC(C1)(C3)C(CC)O)(C2)C)C 1-(N-Boc-2-aminoethyl)-3,5-dimethyl-7-(1-hydroxypropyl)adamantane tert-Butyl-5-formyl-7-nitro-2-phenyl-1H-indole-1-carboxylate